(R)-3,3-Dimethyl-4-((3-morpholinopropanoyl)oxy)-1-oxo-1-((3-oxo-3-(undecyloxy)propyl)amino)butan-2-yl(2-hexyldecyl)glutarate CC([C@H](C(NCCC(OCCCCCCCCCCC)=O)=O)OC(C(CCC(=O)[O-])CC(CCCCCCCC)CCCCCC)=O)(COC(CCN1CCOCC1)=O)C